(R)-5-((E)-2-Pyrrolidin-3-ylvinyl)pyrimidine mono-maleate C(\C=C/C(=O)O)(=O)O.N1C[C@H](CC1)/C=C/C=1C=NC=NC1